(3-Aminopropylamino)-8,10-difluoro-12H-thiochromeno[2,3-c]Quinolin-12-one NCCCNC1=C2C3=C(C=NC2=CC=C1)SC=1C(=CC(=CC1C3=O)F)F